ClC1=C(C=CC(=C1)F)[C@@]1(C(C1)CO)C#N (1R)-1-(2-chloro-4-fluorophenyl)-2-(hydroxymethyl)cyclopropanecarbonitrile